[Cl-].CC1=CC=CC=2NN=NC21 methylbenzotriazole chloride